CC(C(=O)ONC(C1=C(C(=C(C(=C1)F)Br)Cl)F)=O)(C)C [(4-bromo-3-chloro-2,5-difluoro-benzoyl)amino] 2,2-dimethylpropanoate